FC=1C=C(C=CC1C(F)(F)F)C(=O)N1CCC(CC1)C1=NOC(=C1)NCCO [3-fluoro-4-(trifluoromethyl)phenyl]-[4-[5-(2-hydroxyethylamino)isoxazol-3-yl]-1-piperidyl]methanone